4-isopropyl-5-(8-methyl-[1,2,4]triazolo[1,5-a]pyridin-6-yl)-N-((1r,4r)-4-(pentan-3-ylamino)cyclohexyl)-1H-pyrazole-3-carboxamide C(C)(C)C=1C(=NNC1C=1C=C(C=2N(C1)N=CN2)C)C(=O)NC2CCC(CC2)NC(CC)CC